N-{(4aR,6R)-2-[4-(3,5-difluoropyridin-2-yl)-1,2-benzoxazol-3-yl]-5,5-difluoro-1-oxooctahydropyrrolo[1,2-c]pyrimidin-6-yl}cyclopropanesulfonamide FC=1C(=NC=C(C1)F)C1=CC=CC2=C1C(=NO2)N2C(N1[C@H](CC2)C([C@@H](C1)NS(=O)(=O)C1CC1)(F)F)=O